C1(=CC=CC=C1)C1=C(C(C(=O)O)=CC=C1)O 3-phenyl-salicylic acid